(6-benzamido-1,3-benzothiazol-2-yl)naphthalene-2-carboxamide C(C1=CC=CC=C1)(=O)NC1=CC2=C(N=C(S2)C2=C(C=CC3=CC=CC=C23)C(=O)N)C=C1